O1C=CC2=C1CCCC2O 4,5,6,7-Tetrahydrobenzofuran-4-ol